hydroxyL-pimelate OC(C(=O)[O-])CCCCC(=O)[O-]